6,11-dihydro-5H-benzo[5,6]cyclohepta[1,2-b]pyridine N1=C2C(=CC=C1)CCC1=C(C2)C=CC=C1